C(=CC=C)OC(CCCCCl)=O butan-1,3-dien-1-yl-5-chlorovalerate